O[C@H]1[C@@H](C2=CC=CC=C2C1)NC(=O)C=1C=2C[C@H]3[C@@H](C2N(N1)C1=C(C=C(C=C1)F)F)C3 (1aS,5aS)-2-(2,4-Difluoro-phenyl)-1a,2,5,5a-tetrahydro-1H-2,3-diaza-cyclopropa[a]pentalene-4-carboxylic acid ((1R,2R)-2-hydroxy-indan-1-yl)-amide